C(C=C)(=O)N1CC2(C1)CN(CC2)C(=O)N2CCC(CC2)N2N=CC(=C2)C=2C=C(C=1N(C2)N=CC1C#N)OC 6-(1-(1-(2-acryloyl-2,6-diazaspiro[3.4]octane-6-carbonyl)piperidin-4-yl)-1H-pyrazol-4-yl)-4-methoxypyrazolo[1,5-a]pyridine-3-carbonitrile